COC1=CC=CC2=C1OC=1CN(CCC12)CC[C@@H]1CC[C@H](CC1)NC(C)=O N-(trans-4-(2-(8-methoxy-3,4-dihydrobenzofuro[2,3-c]pyridin-2(1H)-yl)ethyl)cyclohexyl)acetamide